The molecule is a pyrrolopyridine that is 1H-pyrrolo[2,3-b]pyridine which is substituted at position 5 by a p-chlorophenyl group and at positions 3 by a 3-amino-2,6-difluorobenzoyl group, the amino group of which has undergone formal condensation with propane-1-sulfonic acid to give the corresponding sulfonamide. An inhibitor of BRAF and other kinases. It has a role as an antineoplastic agent and a B-Raf inhibitor. It is a pyrrolopyridine, a sulfonamide, a member of monochlorobenzenes, a difluorobenzene and an aromatic ketone. CCCS(=O)(=O)NC1=C(C(=C(C=C1)F)C(=O)C2=CNC3=C2C=C(C=N3)C4=CC=C(C=C4)Cl)F